(S)-6-(((1-(1-(tert-butyl)piperidin-4-yl)-1H-1,2,3-triazol-4-yl)(oxazol-4-yl)methyl)amino)-8-chloro-4-((3-chloro-4-fluorophenyl)amino)quinoline C(C)(C)(C)N1CCC(CC1)N1N=NC(=C1)[C@H](C=1N=COC1)NC=1C=C2C(=CC=NC2=C(C1)Cl)NC1=CC(=C(C=C1)F)Cl